3-Dimethylamino-1,2-propanediol CN(CC(CO)O)C